C(C=1C(N)=CC=CC1)(=O)O.C(C=1C(N)=CC=CC1)(=O)O anthranilic acid (Anthranilate)